2-(3-(4-(2-morpholinoethoxy)phenyl)-2-oxoimidazolin-1-yl)acetic acid O1CCN(CC1)CCOC1=CC=C(C=C1)N1C(N(CC1)CC(=O)O)=O